OCCCCCCN1C=2C=CC=CC2N(C2=CC=CC=C12)CCCCCCO 5,10-bis(6-hydroxyhexyl)-5,10-dihydrophenazine